3-(4-(3-methoxyphenylaminocarbonyl)piperazin-1-yl)propylhexanoic acid COC=1C=C(C=CC1)NC(=O)N1CCN(CC1)CCCC(C(=O)O)CCCC